3-fluorobicyclo[1.1.1]pentane FC12CC(C1)C2